2,3-bis((2-mercaptoethyl)thio)-1-propane-thiol SCCSC(CS)CSCCS